γ-(4-propynyloxybenzyl)-L-glutamic acid C(#CC)OC1=CC=C(CC(C[C@H](N)C(=O)O)C(=O)O)C=C1